N1N=CC2=CC(=CC=C12)C1=NC=CC=C1 1H-indazol-5-ylpyridine